FC1=C(C(=O)NC2(CCN(CC2)C(=O)OC)C)C(=CC=C1)F Methyl 4-(2,6-difluorobenzoylamino)-4-methylpiperidine-1-carboxylate